3-(4-(7-((adamantan-1-yl)amino)hept-1-yn-1-yl)-1-oxoisoindolin-2-yl)piperidine-2,6-dione C12(CC3CC(CC(C1)C3)C2)NCCCCCC#CC2=C3CN(C(C3=CC=C2)=O)C2C(NC(CC2)=O)=O